C(C)C1=C(C=2C=C3C(=C(C(=CC=4[C@H]([C@H](C(=C(C5=CC(=C(N5)C=C1N2)C)C)N4)C(C(=O)N(C)CCO)C)C)N3)C)C=C)C ((7S,8S)-18-ethyl-2,5,8,12,17-pentamethyl-13-vinyl-7H,8H-porphyrin-7-yl)-N-(2-hydroxyethyl)-N-methylpropanamide